(1R,3S,4R)-N-[(1S)-1-cyano-2-[(3R)-2-oxopyrrolidin-3-yl]ethyl]-2-[(2R)-3-cyclobutyl-2-[(2,2,2-trifluoroacetyl)amino]propanoyl]-5,5-difluoro-2-azabicyclo[2.2.2]octane-3-carboxamide C(#N)[C@H](C[C@@H]1C(NCC1)=O)NC(=O)[C@H]1N([C@H]2CC([C@@H]1CC2)(F)F)C([C@@H](CC2CCC2)NC(C(F)(F)F)=O)=O